FC1(CCC(CC1)C(=O)N1CC(C1)NC1=NC=2N([C@H](C(NC2C(=N1)C)=O)C(C)C)C)F (S)-2-((1-(4,4-difluorocyclohexane-1-carbonyl)azetidin-3-yl)amino)-7-isopropyl-4,8-dimethyl-7,8-dihydropteridin-6(5H)-one